CN1C(=CC2=CC=CC=C12)C(=O)N[C@H](C(N[C@H](C=C=O)C[C@H]1C(NCC1)=C=O)=C=O)CC1CCCCC1 1-Methyl-N-{(S)-1-carbonyl-1-{{(S)-1-carbonyl-3-[(S)-2-carbonylpyrrolidin-3-yl]propan-2-yl}amino}-3-cyclohexylpropan-2-yl}-1H-indole-2-carboxamide